5-(2-Chloro-5-fluoropyrimidin-4-yl)-3-cyclopentyl-2,6-dimethyl-3H-thieno[2,3-d]imidazole ClC1=NC=C(C(=N1)C1=C(C2=C(N(C(=N2)C)C2CCCC2)S1)C)F